2-[[4-[2-[2-[[2-(dimethylamino)acetyl]amino]ethyldisulfanyl]ethylamino]-4-oxo-butanoyl]amino]-N,N'-bis[(Z)-octadec-9-enyl]pentanediamide CN(CC(=O)NCCSSCCNC(CCC(=O)NC(C(=O)NCCCCCCCC\C=C/CCCCCCCC)CCC(=O)NCCCCCCCC\C=C/CCCCCCCC)=O)C